N=1C=NN2C1C=C(C=C2)OC2=C(C(=C(C=C2)NC2=NC=NC1=C2N=C(N=C1)N1C[C@H](N(CC1)C#N)C)F)C (R)-4-(8-((4-([1,2,4]triazolo[1,5-a]pyridin-7-yloxy)-2-fluoro-3-methylphenyl)amino)pyrimido[5,4-d]pyrimidin-2-yl)-2-methylpiperazine-1-carbonitrile